5-[(3,3-Difluorocyclobutyl)oxy]-N-(5-{[(1S,2S)-2-hydroxycyclohexyl]carbamoyl}-2-methylphenyl)pyridine-3-carboxamide FC1(CC(C1)OC=1C=C(C=NC1)C(=O)NC1=C(C=CC(=C1)C(N[C@@H]1[C@H](CCCC1)O)=O)C)F